(2S)-2-({[(9H-fluoren-9-yl)methoxy]carbonyl}amino)-3-phenylpropanoic acid C1=CC=CC=2C3=CC=CC=C3C(C12)COC(=O)N[C@H](C(=O)O)CC1=CC=CC=C1